N-trichloroacetyl-N-butylamine ClC(C(=O)NCCCC)(Cl)Cl